1,1'-hexamethylenebis[5-(p-chlorophenyl)biguanide] dihydrochloride Cl.Cl.ClC1=CC=C(C=C1)NC(NC(NCCCCCCNC(=N)NC(=N)NC1=CC=C(C=C1)Cl)=N)=N